(S)-1-methyl-4-(1-methylvinyl)cyclohexene CC1=CC[C@H](CC1)C(=C)C